(1S,2R,3S,4R)-2,3-dihydroxy-4-(4-(methylamino)-7H-pyrrolo[2,3-d]pyrimidin-7-yl)-N-(3-((3-phenoxybenzyl)amino)propyl)cyclopentane-1-carboxamide O[C@@H]1[C@H](C[C@H]([C@@H]1O)N1C=CC2=C1N=CN=C2NC)C(=O)NCCCNCC2=CC(=CC=C2)OC2=CC=CC=C2